C(C)C=1C=C(C(=NC1)C=1NC(C(N1)(C(C)C)C)=O)C(=O)O 5-ethyl-2-(4-methyl-5-keto-4-propan-2-yl-1H-imidazol-2-yl)pyridine-3-carboxylic acid